(3-buten-1-yloxy)-3-(3-butyn-1-yloxy)-2-propanol dichlorophosphite P(Cl)(Cl)OC(COCCC=C)COCCC#C